C(C)(C)(C)OC(=O)N[C@@H](C)C(=O)O[C@@H](C)[C@@H](C(C)C)C1=C(C=C(C=C1)F)C (2S,3S)-3-(4-fluoro-2-methylphenyl)-4-methylpentan-2-yl (tert-butoxycarbonyl)-L-alaninate